azido-4-methoxybenzene N(=[N+]=[N-])C1=CC=C(C=C1)OC